(R)-1-(4-((4-([1,2,4]triazolo[1,5-a]pyridin-7-yloxy)-3-methylphenyl)amino)quinazolin-6-yl)-4-methyl-3-methylenepyrrolidin-2-one N=1C=NN2C1C=C(C=C2)OC2=C(C=C(C=C2)NC2=NC=NC1=CC=C(C=C21)N2C(C([C@H](C2)C)=C)=O)C